(±)-2-(2-(4-(3-(aminomethyl)-2-fluorophenyl)-2-methylbenzo[d]oxazol-6-yl)-4-methyl-3,4-Dihydro-2H-benzo[b][1,4]oxazin-8-yl)ethyl acetate C(C)(=O)OCCC1=CC=CC2=C1O[C@@H](CN2C)C2=CC1=C(N=C(O1)C)C(=C2)C2=C(C(=CC=C2)CN)F |r|